(3R)-3-amino-5-[(4-chlorophenyl)methyl]-1,1-dioxo-7-[5-(1,1,2,2,2-pentafluoroethyl)-1,3,4-oxadiazol-2-yl]-2,3-dihydro-1lambda6,5-benzothiazepin-4-one N[C@H]1CS(C2=C(N(C1=O)CC1=CC=C(C=C1)Cl)C=C(C=C2)C=2OC(=NN2)C(C(F)(F)F)(F)F)(=O)=O